N-(phenylmethyl-d2)propanamide C1(=CC=CC=C1)C(NC(CC)=O)([2H])[2H]